N8-(3-chloro-5-(trifluoromethyl)phenyl)-N2-(1-methylcyclopentyl)-9-(piperidin-4-yl)-9H-purine-2,8-diamine ClC=1C=C(C=C(C1)C(F)(F)F)NC=1N(C2=NC(=NC=C2N1)NC1(CCCC1)C)C1CCNCC1